3-Bromo-N-cyclobutylpyridin-2-amine BrC=1C(=NC=CC1)NC1CCC1